BrC=1C=C(C=CC1)C1(CC1)C=1N(C(=NN1)S)C 5-(1-(3-bromophenyl)cyclopropyl)-4-methyl-4H-1,2,4-triazole-3-thiol